(1-(allyloxy)prop-2-yne-1,1-diyl)dibenzene C(C=C)OC(C#C)(C1=CC=CC=C1)C1=CC=CC=C1